trans-cycloocteneamine Hydrochloride Cl.C1(=CCCCCCC1)N